9,10-bis-dodecanoyloxy-octadecanoic acid octyl ester C(CCCCCCC)OC(CCCCCCCC(C(CCCCCCCC)OC(CCCCCCCCCCC)=O)OC(CCCCCCCCCCC)=O)=O